OCC(C1=NC(=NC(=C1)OCC(F)(F)F)C)NC(=O)NC1CC2(CC2)C1 1-{2-Hydroxy-1-[2-methyl-6-(2,2,2-trifluoro-ethoxy)-pyrimidin-4-yl]-ethyl}-3-spiro[2.3]hex-5-yl-urea